5,6-dihydro-4H-[1,2,4]triazolo[4,3-a][1]benzazepin-5-yl N,N-dimethylglycinate CN(CC(=O)OC1CC=2N(C3=C(C1)C=CC=C3)C=NN2)C